6-(6-(bicyclo[1.1.1]pentan-1-ylamino)pyridin-3-yl)-2-(pyridin-3-ylmethyl)pyridazin-3(2H)-one C12(CC(C1)C2)NC2=CC=C(C=N2)C=2C=CC(N(N2)CC=2C=NC=CC2)=O